dimethyl-(t-butyl)silaneamine C[Si](N)(C(C)(C)C)C